ClC1=CC=C(C=C1)C1=C(C(=NN1C1=C(C=C(C=C1)Cl)Cl)C(C(=O)NC(C)C)=O)C 2-(5-(4-chlorophenyl)-1-(2,4-dichlorophenyl)-4-methyl-1H-pyrazol-3-yl)-N-isopropyl-2-oxoacetamide